C12(CC3CC(CC(C1)C3)C2)CCN(C(=O)N)C=2C=C(C(=O)NC3CCCCC3)C=CC2 3-(1-(((1s,3s)-adamantan-1-yl)ethyl)ureido)-N-cyclohexylbenzamide